C(C)(C)(C)OC(C(C)OCCOCCN)=O 2-(2-(2-aminoethoxy)ethoxy)propionic acid tert-butyl ester